C(C)S(=O)(=O)C=1C(=C(C=CC1)NC1=NC=C(C(=N1)C1=CNC2=C(C=CC=C12)[N+](=O)[O-])C)F N-(3-(ethylsulfonyl)-2-fluorophenyl)-5-methyl-4-(7-nitro-1H-indol-3-yl)pyrimidin-2-amine